tert-butyl 2-ethyl-4-[(4-methylbenzenesulfonyl)oxy]piperidine-1-carboxylate C(C)C1N(CCC(C1)OS(=O)(=O)C1=CC=C(C=C1)C)C(=O)OC(C)(C)C